ClC=1C(=C(C2=C(C(=NS2)CCC2=CC(=CC=C2)O)C1)Cl)C(=O)N[C@H](C(=O)O)CC1=CC(=CC=C1)S(=O)(=O)C (s)-2-(5,7-dichloro-3-(3-hydroxyphenylethyl)benzisothiazole-6-carboxamido)-3-(3-(methylsulfonyl)phenyl)propanoic acid